isononyl-amine C(CCCCCC(C)C)N